Decyl oleate Dibutyl-adipate Dicaprylyl-Carbonate C(CCCCCCC)(=O)OC(OC(CCCCCCC)=O)=O.C(CCC)OC(CCCCC(=O)OCCCC)=O.C(CCCCCCC\C=C/CCCCCCCC)(=O)OCCCCCCCCCC